2-Bromo-N-(3-fluorophenyl)acrylamide BrC(C(=O)NC1=CC(=CC=C1)F)=C